uridine 3'-monophosphate P(=O)(O)(O)O[C@H]1[C@H]([C@@H](O[C@@H]1CO)N1C(=O)NC(=O)C=C1)O